C(CCCCCCC)(=O)[O-] n-octaneAt